C1(=CC=CC=C1)N1C(C(=C(C1=O)C1=CC=CC=C1)C)=O diphenyl-methylmaleimide